C(C1=CC=CC=C1)OCCOCCOC1=CC=C(C=C1)N(CC1=CC(=CC=C1)OC)CC=1C=C(N(C)C)C=CC1 3-(((4-(2-(2-(benzyloxy)ethoxy)ethoxy)phenyl)(3-methoxybenzyl)amino)methyl)-N,N-dimethylaniline